[1-[1-bicyclo[1.1.1]pentanyl-[3-[[(4S)-chroman-4-yl]carbamoyl]phenyl]methyl]-4,4-diethyl-6-oxo-hexahydropyrimidin-2-ylidene]ammonium C12(CC(C1)C2)C(N2C(NC(CC2=O)(CC)CC)=[NH2+])C2=CC(=CC=C2)C(N[C@H]2CCOC1=CC=CC=C21)=O